(E)-N-methyl-3-(3-methylbut-1-en-1-yl)-1-(pyrazin-2-yl)-1H-thieno[2,3-c]pyrazole-5-carboxamide CNC(=O)C1=CC2=C(N(N=C2\C=C\C(C)C)C2=NC=CN=C2)S1